BrC(CC)(CCCC)CC 3-bromo-3-ethylheptane